4-morpholino-2-[(2E)-2-(m-tolylmethylene)hydrazino]-N-phenyl-thieno[3,2-d]pyrimidine-6-carboxamide O1CCN(CC1)C=1C2=C(N=C(N1)N/N=C/C=1C=C(C=CC1)C)C=C(S2)C(=O)NC2=CC=CC=C2